NCC=1C=C(C=CC1)N1N=C(C=C1C(=O)NC1=C(C=CC(=C1)[C@@H](C1=CC=CC=C1)OCC1CC1)F)C(F)(F)F |r| Racemic-1-(3-(aminomethyl)phenyl)-N-(5-((cyclopropylmethoxy)(phenyl)methyl)-2-fluorophenyl)-3-(trifluoromethyl)-1H-pyrazole-5-carboxamide